C1(CC1)N1N=CC(=C1)[C@@H]1OCCC(C1)C1=NC=2NC(CNC2C(=N1)C1=C(C=C(C=C1)F)F)C 2-[(2R)-2-(1-cyclopropylpyrazol-4-yl)tetrahydropyran-4-yl]-4-(2,4-difluorophenyl)-7-methyl-5,6,7,8-tetrahydropteridine